N4-(4-(methylcarbamoyl)phenyl)-N2-(3-(methylsulfonamido)phenyl)thiophene-2,4-dicarboxamide CNC(=O)C1=CC=C(C=C1)NC(=O)C=1C=C(SC1)C(=O)NC1=CC(=CC=C1)NS(=O)(=O)C